20-(tert-butoxy)-20-oxoeicosenoic acid C(C)(C)(C)OC(CCCCCCCCCCCCCCCCC=CC(=O)O)=O